COC1=NC(=NN2C1=C(C=C2)C=2C=CC=1N(C2)C(=CN1)C(=O)NC)NC1CCC2(CC2)CC1 6-(4-methoxy-2-(spiro[2.5]oct-6-ylamino)pyrrolo[2,1-f][1,2,4]triazin-5-yl)-N-methylimidazo[1,2-a]pyridine-3-carboxamide